3,5-di-tert-butyl-4-hydroxy-benzonitrile C(C)(C)(C)C=1C=C(C#N)C=C(C1O)C(C)(C)C